2-methyl-1,6-hexanedialdehyde CC(C=O)CCCC=O